(E)-3-tetradecenoic acid C(C\C=C\CCCCCCCCCC)(=O)O